N-((S)-1-((1r,3R)-3-(2-(6-(methylamino)pyridin-2-yl)ethyl)cyclobutyl)-2,5-dioxopyrrolidin-3-yl)butane-1-sulfonamide CNC1=CC=CC(=N1)CCC1CC(C1)N1C([C@H](CC1=O)NS(=O)(=O)CCCC)=O